4-(Aminomethyl)-4-(methylsulfonyl)cyclohexane-1,2-diol hydrochloride Cl.NCC1(CC(C(CC1)O)O)S(=O)(=O)C